cerium-sodium [Na].[Ce]